rac-(1R,2R)-2-fluorocyclopropanecarboxylic acid F[C@H]1[C@H](C1)C(=O)O |r|